8-Hydroxy-5-(piperazin-1-yl)-2,3-dihydro-1,4-benzodioxine OC1=CC=C(C2=C1OCCO2)N2CCNCC2